4-((S)-1-(2-((S)-3-Aminopiperidin-1-yl)-1H-benzo[d]imidazol-1-yl)ethyl)benzonitril-hydrochlorid Cl.N[C@@H]1CN(CCC1)C1=NC2=C(N1[C@@H](C)C1=CC=C(C#N)C=C1)C=CC=C2